6-chloro-2-((1-methyl-5-(trifluoromethyl)-1H-pyrazol-4-yl)amino)quinazolin ClC=1C=C2C=NC(=NC2=CC1)NC=1C=NN(C1C(F)(F)F)C